dodecenyl-phthalic acid anhydride C(=CCCCCCCCCCC)C1=C2C(C(=O)OC2=O)=CC=C1